C(C)OC1=CC=C(C=C1)C=1SC=C(N1)C(=O)OCC=1OC(=CC1)C (5-Methylfuran-2-yl)methyl 2-(4-ethoxyphenyl)thiazole-4-carboxylate